ClC1=C(C=C2CN(CC2=C1)C(CCC1(NC(NC1=O)=O)C1CC1)=O)CC(=O)N (6-chloro-2-(3-(4-cyclopropyl-2,5-dioxoimidazolidin-4-yl)propanoyl)isoindolin-5-yl)acetamide